2-(5-Fluoro-2-hydroxy-phenyl)-2-[3-[4-(1-methyl-4-piperidyl)phenyl]-5-oxo-7H-Pyrrolo[3,4-b]pyridin-6-yl]-N-(2-pyridyl)acetamide FC=1C=CC(=C(C1)C(C(=O)NC1=NC=CC=C1)N1CC2=NC=C(C=C2C1=O)C1=CC=C(C=C1)C1CCN(CC1)C)O